CN1C(N(C2=C1C(=CC=C2)C#CCOCC(C)OCC#C)C2C(NC(CC2)=O)=O)=O 3-[3-methyl-2-oxo-4-[3-[2-(prop-2-yn-1-yloxy)propoxy]prop-1-yn-1-yl]-1,3-benzodiazol-1-yl]piperidine-2,6-dione